(S)-1-(4-chloro-2-fluoro-phenyl)-3-methyl-4-(4-(trifluoromethyl)benzyl)-piperazine-2,5-dione ClC1=CC(=C(C=C1)N1C([C@@H](N(C(C1)=O)CC1=CC=C(C=C1)C(F)(F)F)C)=O)F